S1C(=NC2=C1C=CC=C2)NC2=C(C=C(N=N2)N(C=2SC(=C(N2)C(=O)OCC)C2CCN(CC2)C2=CC=CC=C2)C)C ethyl 2-({6-[(1,3-benzothiazol-2-yl)amino]-5-methylpyridazin-3-yl}(methyl)amino)-5-(1-phenylpiperidin-4-yl)-1,3-thiazole-4-carboxylate